3-(1-benzyl-3-methyl-2-oxo-5-phenyl-4-propyl-2,3-dihydro-1H-pyrrol-3-yl)propionic acid ethyl ester C(C)OC(CCC1(C(N(C(=C1CCC)C1=CC=CC=C1)CC1=CC=CC=C1)=O)C)=O